2,3,4-trimethyl-1,3-pentanediol CC(CO)C(C(C)C)(O)C